(8-quinolineoleate) aluminum [Al+3].N1=CC=CC2=CC=CC(=C12)CCCCCCCC\C=C/CCCCCCCC(=O)[O-].N1=CC=CC2=CC=CC(=C12)CCCCCCCC\C=C/CCCCCCCC(=O)[O-].N1=CC=CC2=CC=CC(=C12)CCCCCCCC\C=C/CCCCCCCC(=O)[O-]